N(=C=S)C1=C(C(=O)N(C)C)C=C(C=N1)C(F)(F)F 2-isothiocyanato-N,N-dimethyl-5-(trifluoromethyl)nicotinamide